butyl naphthalenesulfonate sodium salt [Na].C1(=CC=CC2=CC=CC=C12)S(=O)(=O)OCCCC